(S)-1-(5-((3-chloro-2-(1H-pyrazol-1-yl)pyridin-4-yl)thio)pyrazin-2-yl)-1'H,3'H-spiro[piperidine-4,2'-pyrrolizin]-1'-amine ClC=1C(=NC=CC1SC=1N=CC(=NC1)N1CCC2([C@@H](C3=CC=CN3C2)N)CC1)N1N=CC=C1